FC(C1=CC=C(C=N1)NC(=O)C=1C(=CC(=C(C1)NC(=O)C1=CN=C(S1)C)C)F)F N-[5-[[6-(difluoromethyl)pyridin-3-yl]carbamoyl]-4-fluoro-2-methylphenyl]-2-methyl-1,3-thiazole-5-carboxamide